NC1=C(C(=O)O)C=C(C=C1)OC1=CC(=NC=C1)C=1C=NN(C1)C 2-amino-5-{[2-(1-methylpyrazol-4-yl)-4-pyridyl]oxy}benzoic acid